OCC1=NC=C2CCN(CC2=C1)C(=O)OC(C)(C)C tert-butyl 7-(hydroxymethyl)-3,4-dihydro-1H-2,6-naphthyridine-2-carboxylate